5-(tert-butoxycarbonyl)aminopyridine-3-carboxylic acid methyl ester COC(=O)C=1C=NC=C(C1)NC(=O)OC(C)(C)C